N-(2,6-difluoro-3-(5-(2-(pyrrolidin-1-yl)pyrimidin-5-yl)-1H-pyrrolo-[2,3-b]pyridine-3-carbonyl)phenyl)-3,3,3-trifluoro-propane-1-sulfonamide FC1=C(C(=CC=C1C(=O)C1=CNC2=NC=C(C=C21)C=2C=NC(=NC2)N2CCCC2)F)NS(=O)(=O)CCC(F)(F)F